(S)-1-(4-(2-(2,6-dimethylpyridin-4-yl)-3-isopropyl-1H-indol-5-yl)piperidin-1-yl)-2-(methylamino)propan-1-one CC1=NC(=CC(=C1)C=1NC2=CC=C(C=C2C1C(C)C)C1CCN(CC1)C([C@H](C)NC)=O)C